tert-butyl 6'-fluoro-5'-(4,4,5,5-tetramethyl-1,3,2-dioxaborolan-2-yl)-3'H-spiro[azetidine-3,1'-[2]benzofuran]-1-carboxylate FC=1C(=CC2=C(C3(OC2)CN(C3)C(=O)OC(C)(C)C)C1)B1OC(C(O1)(C)C)(C)C